(11Z,14Z,17Z)-11,14,17-Eicosatrienoic acid C(CCCCCCCCC\C=C/C\C=C/C\C=C/CC)(=O)O